C(C)(C)(C)OC(=O)N1CC2=C(C=C(C=C2CC1)B(O)O)OC (2-(tert-butoxycarbonyl)8-methoxy-1,2,3,4-tetrahydroisoquinolin-6-yl)boronic acid